FC1=C(C(=CC=C1)F)C1=N[C@H](C2=NN=C(N2C=2SC=3C[C@H](CCCC3C12)F)C)C (7S,15S)-9-(2,6-difluorophenyl)-15-fluoro-3,7-dimethyl-18-thia-2,4,5,8-tetrazatetracyclo[8.8.0.02,6.011,17]octadeca-1(10),3,5,8,11(17)-pentaene